C1OCC12CN(C2)C2=C1C(=NC=C2)C(=NN1C1CN(C1)C(C(=C)F)=O)C1=CC=C(C=C1)C(F)(F)F 1-(3-(7-(2-oxa-6-azaspiro[3.3]heptan-6-yl)-3-(4-(trifluoromethyl)phenyl)-1H-pyrazolo[4,3-b]pyridin-1-yl)azetidin-1-yl)-2-fluoroprop-2-en-1-one